(6R)-2-[4-bromo-7-[2,4-difluoro-6-(2-methoxyethoxy)phenyl]thieno[3,2-c]pyridin-6-yl]-6-methyl-6,7-dihydro-4H-pyrazolo[1,5-a]pyrazine-5-carboxylic acid tert-butyl ester C(C)(C)(C)OC(=O)N1CC=2N(C[C@H]1C)N=C(C2)C2=C(C1=C(C(=N2)Br)C=CS1)C1=C(C=C(C=C1OCCOC)F)F